N,N'-1,2-ethylenedimaleimide C(CN1C(C=CC1=O)=O)N1C(C=CC1=O)=O